3-fluoro-5-[2-[3-(2-pyridylcarbamoyl)-4-(trifluoromethyl)phenyl]ethynyl]benzoic acid (2,3,4,5,6-pentafluorophenyl) ester FC1=C(C(=C(C(=C1F)F)F)F)OC(C1=CC(=CC(=C1)C#CC1=CC(=C(C=C1)C(F)(F)F)C(NC1=NC=CC=C1)=O)F)=O